2-(2,4-dichloro-6-methylphenyl)-4,4,5,5-tetramethyl-1,3,2-dioxaborolane ClC1=C(C(=CC(=C1)Cl)C)B1OC(C(O1)(C)C)(C)C